4-(3-((4-(pentafluorosulfaneyl)phenyl)amino)pyrazin-2-yl)benzoic acid FS(C1=CC=C(C=C1)NC=1C(=NC=CN1)C1=CC=C(C(=O)O)C=C1)(F)(F)(F)F